ethyl N-((4-(5-cyclopropyl-1,2,4-oxadiazol-3-yl)benzyl)oxy)acetimidate C1(CC1)C1=NC(=NO1)C1=CC=C(CON=C(C)OCC)C=C1